[I-].O\N=C\C1=[N+](C=CC(=C1)C1=C(C=CC=C1)OC)C (E)-2-((hydroxyimino)methyl)-4-(2-methoxyphenyl)-1-methylpyridin-1-ium iodide